1-({(5R)-3-[4'-(1,3-Dimethylazetidine-3-sulfonyl)-2,6-difluoro[1,1'-biphenyl]-4-yl]-4,5-dihydro-1,2-oxazol-5-yl}methyl)-1H-1,2,3-triazole CN1CC(C1)(S(=O)(=O)C1=CC=C(C=C1)C1=C(C=C(C=C1F)C1=NO[C@H](C1)CN1N=NC=C1)F)C